3,5-dimethyl-4-hydroxystyrene CC=1C=C(C=C)C=C(C1O)C